C1(=CC=CC=C1)COCC1(CC1)CC(=O)O 2-(1-((phenylmethyloxy)methyl)cyclopropyl)acetic acid